NC1=NC(C(=C2N1C=CC(=C2)C(F)(F)F)C2=C(C=CC=C2)C)=O 1-amino-4-(o-tolyl)-6-(trifluoromethyl)-3H-pyrido[1,2-c]pyrimidin-3-one